OCC1CC2C3CC(C(C2C1)C3)CO 4,8-Bis(hydroxymethyl)tricyclo[5.2.1.02,6]decan